2-methyl-4-(4-(((pyridin-3-ylmethyl)amino)methyl)phenyl)but-3-yn-2-ol CC(C)(C#CC1=CC=C(C=C1)CNCC=1C=NC=CC1)O